10-((6-carboxypyridin-2-yl)methyl)-1,4,7,10-tetraazacyclododecane-1,4,7-triacetic acid C(=O)(O)C1=CC=CC(=N1)CN1CCN(CCN(CCN(CC1)CC(=O)O)CC(=O)O)CC(=O)O